1-[[8-dimethylamino-3-[(4-methoxyphenyl)-methyl]-2-oxo-8-phenyl-1,3-diazaspiro[4.5]decan-1-yl]-methyl]-cyclobutane-1-carbonitrile CN(C1(CCC2(CN(C(N2CC2(CCC2)C#N)=O)CC2=CC=C(C=C2)OC)CC1)C1=CC=CC=C1)C